FC1=C(C=CC(=C1)C1=CC(=CC=C1)O)C(C)N1CCNCC1 4-[1-[2-Fluoro-4-(3-hydroxyphenyl)phenyl]ethyl]piperazin